ClC=1C(=CC(=NC1)NC(=O)[C@@H]1C[C@@H](CCC1)NC(OC(C)(C)C)=O)C=1C=NN2C1NCCC2 tert-butyl ((1R,3S)-3-((5-chloro-4-(4,5,6,7-tetrahydropyrazolo[1,5-a]pyrimidin-3-yl)pyridin-2-yl)carbamoyl)cyclohexyl)carbamate